4-trimethylpentyl-2-phenoxyacetic acid CC(CCCCC1=CC=C(OCC(=O)O)C=C1)(C)C